COC1=CC=C(C=C1)C(C2=CC=CC=C2)(C3=CC=CC=C3)Cl monomethoxytrityl chloride